ClC1=CC=C(C=C1)NC=1SC=C(N1)C(F)(F)F N-(4-chlorophenyl)-4-(trifluoromethyl)thiazole-2-amine